N1(CCCCC1)C(=O)OC1CNC1C=1N=C(C2=C(N1)C=NC=N2)N[C@H](C)C2=C(C=C(C=C2)Cl)Cl 1-(4-([(1R)-1-(2,4-dichlorophenyl) ethyl] amino-[1,3]diazino[5,4-d]pyrimidineyl) azetidin-3-yl) piperidine-1-carboxylate